4-Cyclopropyl-6-methoxypyrimidine C1(CC1)C1=NC=NC(=C1)OC